(1S,2S,4R,5R,6R,7S)-N-(3,4-dichlorophenyl)-7-(2,3-difluoropyridin-4-yl)-8-oxatricyclo[3.2.1.02,4]octane ClC=1C=C(C=CC1Cl)N1C(C(=C(C=C1)[C@@H]1C[C@@H]2[C@@H]3C[C@@H]3[C@@H]1O2)F)F